O1[C@@H](C1)CN1C2=CC=CC=C2C=2C=CC=CC12 (R)-9-(oxiran-2-ylmethyl)-9H-carbazole